C(C)SC1=CC=C(C=C1)CC(=O)O 2-(4-(ethylthio)phenyl)acetic acid